O1COC2=C1C=CC(=C2)C(C(=CC=CCCCCC=C)N2CCCCC2)=O 1-[l-1-(1,3-Benzodioxol-5-yl)-1-oxo-2,4,10-undecatrienyl]piperidine